(R)-3-methyl-N-phenyldecanoamide C[C@@H](CC(=O)NC1=CC=CC=C1)CCCCCCC